NC1=C(C(=C(OC2=CC=NC3=CC(=C(C=C23)C(=O)N)OC)C=C1)F)Cl 4-(4-amino-3-chloro-2-fluorophenoxy)-7-methoxyquinoline-6-formamide